tert-butyl 3-(7-bromo-6-chloro-8-cyclopropoxy-2-(((S)-1-methylpyrrolidin-2-yl)methoxy)quinazolin-4-yl)-3,6-diazabicyclo[3.1.1]heptane-6-carboxylate BrC1=C(C=C2C(=NC(=NC2=C1OC1CC1)OC[C@H]1N(CCC1)C)N1CC2N(C(C1)C2)C(=O)OC(C)(C)C)Cl